4-(1H-benzo[d]imidazol-1-yl)thiophene-2-carbohydrazide N1(C=NC2=C1C=CC=C2)C=2C=C(SC2)C(=O)NN